S(OC1=C(C=CC(=C1)C1C(NC(CC1)=O)=O)C1CCNCC1)(=O)(=O)F 5-(2,6-dioxopiperidin-3-yl)-2-(piperidin-4-yl)phenyl sulfurofluoridate